Cyclohexyl (R)-3-(2-(6-((5-acrylamido-4-(4-(4-cyclopropylpiperazin-1-yl)piperidin-1-yl)-2-methoxyphenyl)amino)pyrimidin-4-yl)isooxazolidin-3-yl)benzoate C(C=C)(=O)NC=1C(=CC(=C(C1)NC1=CC(=NC=N1)N1OCC[C@@H]1C=1C=C(C(=O)OC2CCCCC2)C=CC1)OC)N1CCC(CC1)N1CCN(CC1)C1CC1